FC(CO)(F)C=1C=C(C=CC1)[C@@H](C)NC1=NN=C(C=2C=C3C(=CC12)N(C(N3C)=O)C)C 5-[[(1R)-1-[3-(1,1-difluoro-2-hydroxy-ethyl)phenyl]ethyl]amino]-1,3,8-trimethyl-imidazo[4,5-g]phthalazin-2-one